2-[4-(methoxymethoxy)-6-methyl-2,3-dihydro-1H-inden-5-yl]-4,4,5,5-tetramethyl-1,3,2-dioxaborolane COCOC1=C2CCCC2=CC(=C1B1OC(C(O1)(C)C)(C)C)C